ClC1=C(C=CC=C1Br)C1=NOC2=C1C=C(C=C2)C(OC)OC 3-(2-chloro-3-bromophenyl)-5-dimethoxymethylbenzisoxazole